(4S)-N-[((S)-3-chloro-4-fluorophenyl)(6-cyanopyridin-2-yl)methyl]-2-oxoimidazolidine-4-carboxamide ClC=1C=C(C=CC1F)C(NC(=O)[C@H]1NC(NC1)=O)C1=NC(=CC=C1)C#N